C(C)(=O)C1=CC=C2C=3C=CC(=CC3NC2=C1)C(C)=O (7-acetyl-9H-carbazol-2-yl)ethanone